C(C)C=1C(=CC=C2C=C(C=C(C12)C1=C(C=2N=C(N=C(C2C=N1)NCC1C(NC1)=O)OC[C@]12CCCN2C[C@@H](C1)F)F)O)F 3-(((7-(8-ethyl-7-fluoro-3-hydroxynaphthalen-1-yl)-8-fluoro-2-(((2R,7aS)-2-fluorotetrahydro-1H-pyrrolizin-7a(5H)-yl)methoxy)pyrido[4,3-d]pyrimidin-4-yl)amino)methyl)azetidin-2-one